NC=1SC(=C(N1)C1=CC=C(C=C1)C)C 2-amino-4-(4-methylphenyl)-5-methylthiazole